N-((3aR,4R,7S,7aR)-4-((4-methoxyphenoxy)methyl)-2,2-dimethyltetrahydro-4H-[1,3]dioxolo[4,5-c]pyran-7-yl)acetamide COC1=CC=C(OC[C@H]2OC[C@@H]([C@@H]3[C@H]2OC(O3)(C)C)NC(C)=O)C=C1